FC=1C=C(CNC(=O)C2CCNCC2)C=CC1 N-(3-fluorobenzyl)piperidine-4-carboxamide